ClC=1C=2N(C=CC1)N=C(N2)C2=C1C=C(N=CC1=C(N=C2)NC)NC(=O)C2CC2 N-(5-(8-chloro-[1,2,4]triazolo[1,5-a]pyridin-2-yl)-8-(methylamino)-2,7-naphthyridin-3-yl)cyclopropanecarboxamide